C(C)(C)(C)OC(=O)NCC1=CC=C(C(=O)NC(C)C=2C=CC=C3C(=C(NC23)C(=O)OCC)C=2C=NC(=CC2)CN2CCOCC2)C=C1 Ethyl 7-(1-((4-(((tert-butoxycarbonyl)amino)methyl)benzoyl)amino)ethyl)-3-(6-(morpholin-4-ylmethyl)pyridin-3-yl)-1H-indole-2-carboxylate